(3R)-3-(4-Chlorophenyl)-2-[(5-chloropyrimidin-2-yl)methyl]-4-fluoro-6-[(1S)-1-hydroxy-1-[1-(oxetan-3-yl)piperidin-4-yl]propyl]-3-methoxy-2,3-dihydro-1H-isoindol-1-on ClC1=CC=C(C=C1)[C@@]1(N(C(C2=CC(=CC(=C12)F)[C@](CC)(C1CCN(CC1)C1COC1)O)=O)CC1=NC=C(C=N1)Cl)OC